Tert-Butyl Oxide C(C)(C)(C)OC(C)(C)C